ClC=1C(=C(C=CC1OCC1(CC1)O)C=1C(CCNN1)C)F 6-{3-chloro-2-fluoro-4-[(1-hydroxycyclopropyl)methoxy]Phenyl}-5-methyl-4,5-dihydro-2H-pyridazine